2,3,4,5-tetrahydro-1H-benzo[4,5]selenopheno[2,3-d]azepine C1C2=C(CCNC1)[Se]C1=C2C=CC=C1